ClC1=C2C(=NC=C1C=1C=C(C=CC1)N1C(CN(CC1)CCCN1CCC(=CC1)C=1C=C3C(N(C(C3=CC1)=O)C1C(NC(CC1)=O)=O)=O)=O)NC=C2C2CC2 5-(1-(3-(4-(3-(4-chloro-3-cyclopropyl-1H-pyrrolo[2,3-b]pyridin-5-yl)phenyl)-3-oxopiperazin-1-yl)propyl)-1,2,3,6-tetrahydropyridin-4-yl)-2-(2,6-dioxopiperidin-3-yl)isoindoline-1,3-dione